2',5-dimethoxy-biphenyl-2-yl-acrylamide COC1=C(C=CC=C1)C1=C(C=CC(=C1)OC)C(C(=O)N)=C